2-(1-tetrahydropyran-2-ylpyrazol-4-yl)acetonitrile O1C(CCCC1)N1N=CC(=C1)CC#N